CC[C@@H]1[C@@H]([C@@H]([C@H](C(=O)[C@@H](C[C@@]([C@@H]([C@H]([C@@H]([C@H](C(=O)O1)C)O[C@H]2C[C@@H]([C@H]([C@@H](O2)C)O)OC)C)O)(C)O)C)C)O)C The molecule is a macrolide that is erythronolide B having a 2,6-dideoxy-3-O-methyl-alpha-Larabino-hexopyranosyl (alpha-L-oleandrosyl) residue attached at position 3. It has a role as a metabolite. It is a glycoside, a macrolide and a monosaccharide derivative. It derives from an erythronolide B.